2-(2-((5-(3-(aminomethyl)-2-fluorophenyl)benzofuran-3-yl)methoxy)phenyl)acetic acid NCC=1C(=C(C=CC1)C=1C=CC2=C(C(=CO2)COC2=C(C=CC=C2)CC(=O)O)C1)F